FC1=CC=2N(C=C1)N=C(N2)N[C@@H]2C[C@H](CC2)NC2=CC=C(C=N2)N2C(C1(CC1)CC2)=O 5-(6-(((1S,3S)-3-((7-fluoro-[1,2,4]triazolo[1,5-a]pyridin-2-yl)amino)cyclopentyl)amino)pyridin-3-yl)-5-azaspiro[2.4]heptan-4-one